allyloxy methyl ethylene carbonate C(O)(O)=O.C(C=C)OC(=C)C